C(#N)/C(/C(=O)N(CC(=O)OC)C)=C\C=1OC(=CC1)C1=NC=2C(=C3C(=NC2)NC=C3)N1CC1CC1 methyl (E)-N-(2-cyano-3-(5-(1-(cyclopropylmethyl)-1,6-dihydroimidazo[4,5-d]pyrrolo[2,3-b]pyridin-2-yl)furan-2-yl)acryloyl)-N-methylglycinate